((2R,3S)-3-acetoxy-5-(2,6-diacetamido-9H-purin-9-yl)-2-ethynyltetrahydrothiophen-2-yl)methyl acetate C(C)(=O)OC[C@]1(SC(C[C@@H]1OC(C)=O)N1C2=NC(=NC(=C2N=C1)NC(C)=O)NC(C)=O)C#C